3-((3-chloro-1-methyl-6-oxo-1,6-dihydropyridin-2-yl)methyl)-2-(4-methoxybenzyl)isoindolin-1-one ClC1=C(N(C(C=C1)=O)C)CC1N(C(C2=CC=CC=C12)=O)CC1=CC=C(C=C1)OC